4-(4-amino-2-methylphenyl)-3-(4-(((1-fluorocyclopropyl)methyl)carbamoyl)-3-methoxyphenyl)-5-(methoxymethyl)-1H-pyrrole-2-carboxamide NC1=CC(=C(C=C1)C=1C(=C(NC1COC)C(=O)N)C1=CC(=C(C=C1)C(NCC1(CC1)F)=O)OC)C